thiobutyric acid anilide C(CCC)(=S)NC1=CC=CC=C1